(2R)-N-(5-(1-amino-3-cyclopropyl-1-(pyridin-2-yl)propyl)-2-fluorophenyl)-4-ethyl-4-hydroxy-pyrrolidine-2-carboxamide NC(CCC1CC1)(C1=NC=CC=C1)C=1C=CC(=C(C1)NC(=O)[C@@H]1NCC(C1)(O)CC)F